4-piperazineamide N1CCN(CC1)C(=O)N